3-((5-(diethylamino)pentanoyl)oxy)pentadecyl-6,6-bis(octyloxy)hexanoate C(C)N(CCCCC(=O)OC(CCOC(CCCCC(OCCCCCCCC)OCCCCCCCC)=O)CCCCCCCCCCCC)CC